6-((isopropylamino)methyl)-nicotinonitrile C(C)(C)NCC1=NC=C(C#N)C=C1